[Cl-].C(CCCCCCCCCCCCCCCCC)[N+](CCC[Si](C)(C)C)(C)C Octadecyl-dimethyl-[3-(trimethylsilyl)propyl]ammonium chloride